N-(2-hydroxyethyl)-2-methyl-5-[(pyridin-2-yl)methoxy]-2H-indazole-3-carboxamide OCCNC(=O)C=1N(N=C2C=CC(=CC12)OCC1=NC=CC=C1)C